C(N1C(=NC=C1CO)[N+](=O)[O-])([2H])([2H])[2H] (1-methyl-d3-2-nitro-1H-imidazol-5-yl)methanol